C(C)(C)(C)OC(=O)N1C(SC[C@@H]1CF)=O (4S)-4-(fluoromethyl)-2-oxo-thiazolidine-3-carboxylic acid tert-butyl ester